Cl.ClC1=C(C=CC(=C1)Cl)S(=O)(=O)N1CC(C1)(CNC)COC1=CC(=C(C#N)C=C1)F 4-((1-((2,4-Dichlorophenyl)sulfonyl)-3-((methylamino)methyl)azetidin-3-yl)methoxy)-2-fluorobenzonitrile hydrochloride